CC1=C(C=CC=C1)NC(=S)NC1=C(C=CC=C1)C N,N'-bis(2-methylphenyl)thiourea